1-(4-(4-((2-((3-Aminophenyl)amino)-5-(trifluoromethyl)pyrimidin-4-yl)amino)-3-methoxyphenyl)piperazin-1-yl)ethanone NC=1C=C(C=CC1)NC1=NC=C(C(=N1)NC1=C(C=C(C=C1)N1CCN(CC1)C(C)=O)OC)C(F)(F)F